5-(2,4-Difluoro-phenyl)-1,3-dihydro-benzimidazol-2-one FC1=C(C=CC(=C1)F)C1=CC2=C(NC(N2)=O)C=C1